C(C)N1CSC2=C1C=CC(=C2)S(=O)(=O)O 3-Ethylbenzothiazoline-6-sulfonic acid